{2-[9-(5-fluoro-pyridin-2-yl)-6-oxa-spiro[4.5]decan-9-yl]-ethyl}-(3,4-dimethyl-benzyl)-amine FC=1C=CC(=NC1)C1(CCOC2(CCCC2)C1)CCNCC1=CC(=C(C=C1)C)C